4-(4-(2-(4-isopropyl-5-(8-methoxy-[1,2,4]triazolo[1,5-a]pyridin-6-yl)-1H-pyrazol-3-yl)-4-methylthiazol-5-yl)cyclohexyl)-1,4-oxazepan C(C)(C)C=1C(=NNC1C=1C=C(C=2N(C1)N=CN2)OC)C=2SC(=C(N2)C)C2CCC(CC2)N2CCOCCC2